(5-((2,6-dioxopiperidin-3-yl)(methyl)carbamoyl)-2,3-dihydrobenzofuran-7-yl)methyl (2-fluoro-5-(trifluoromethoxy)phenyl)carbamate FC1=C(C=C(C=C1)OC(F)(F)F)NC(OCC1=CC(=CC=2CCOC21)C(N(C)C2C(NC(CC2)=O)=O)=O)=O